C1(=CC=CC=C1)P(=O)(OC1=NC=CN=C1OP(=O)(C1=CC=CC=C1)C1=CC=CC=C1)C1=CC=CC=C1 2,3-bis(diphenylphosphinyloxy)pyrazine